C(C1=CC=CC=C1)N(C(=O)C1CCN(CC1)C(=O)OC(C)(C)C)CCO tert-Butyl 4-(benzyl(2-hydroxyethyl)carbamoyl)piperidine-1-carboxylate